C1C(C1)OCCNC(C1=CN=CC(=C1N1CC2(CCCN2)CC1)C1=CC(=CC(=C1)F)F)=O N-2-cyclopropoxyethyl-4-(1,7-diaza-7-spiro[4.4]nonyl)-5-(3,5-difluorophenyl)nicotinamide